COC12C3C4C5(C3C1C5C24)OC 1,4-dimethoxycubane